(S)-N-((S)-4-Hydroxy-3-oxo-1-((R)-2-oxopyrrolidin-3-yl)butan-2-yl)-2-(2-methyl-4H-thieno[3,2-b]pyrrole-5-carbonyl)-2-azabicyclo[2.2.2]octane-3-carboxamide OCC([C@H](C[C@@H]1C(NCC1)=O)NC(=O)[C@H]1N(C2CCC1CC2)C(=O)C2=CC1=C(N2)C=C(S1)C)=O